C(C=C)(=O)N1C[C@@H](N(CC1)C=1C2=C(N(C(N1)=O)C=1C(=NC=CC1SC)C(C)C)N=C(C(=C2)Cl)C2=C(C(=CC(=C2F)Cl)Cl)N)C 4-((S)-4-acryloyl-2-methylpiperazin-1-yl)-7-(2-amino-3,5-dichloro-6-fluorophenyl)-6-chloro-1-(2-isopropyl-4-(methylthio)pyridin-3-yl)pyrido[2,3-d]pyrimidin-2(1H)-one